O1C[C@@H](CC1)O (3R)-oxolane-3-ol